ClC1=CC=C(C(=O)C2=C(C(=O)O)C=C(C=C2F)C(CC)(O[Si](C)(C)C)C2CCOCC2)C=C1 2-(4-chlorobenzoyl)-3-fluoro-5-[1-(oxan-4-yl)-1-[(trimethylsilyl)oxy]propyl]benzoic acid